(S)-2-(ethoxycarbonyl)-5-(4-(N-(1,1,1-trifluoropropan-2-yl)sulfamoyl)naphthalen-1-yl)thiazole C(C)OC(=O)C=1SC(=CN1)C1=CC=C(C2=CC=CC=C12)S(N[C@H](C(F)(F)F)C)(=O)=O